p-menthane-2,3-diol C1(C(C(C(CC1)C(C)C)O)O)C